Cl.Cl.NC(C)[C@@H]1CC[C@H](CC1)C(=O)NC1=CC=NC=C1 trans-4-(1-aminoethyl)-N-(4-pyridyl)cyclohexanecarboxamide dihydrochloride